trans-4-(3,4-dihydroisoquinolin-2(1H)-yl)-1-(6-((4-(trifluoromethyl)phenyl)amino)pyrimidin-4-yl)piperidin-3-ol C1N(CCC2=CC=CC=C12)[C@H]1[C@@H](CN(CC1)C1=NC=NC(=C1)NC1=CC=C(C=C1)C(F)(F)F)O